(3R,4S)-4-(aminomethyl)-3-hydroxypiperidine NC[C@H]1[C@H](CNCC1)O